CC1C(N(C2CC1C2)C(=O)C2=NC(=CC=C2C2=NC=CC=N2)C)CO trans-{4-methyl-2-[6-methyl-3-(pyrimidin-2-yl)pyridine-2-carbonyl]-2-azabicyclo[3.1.1]hept-3-yl}methanol